FC=1C=C(C=CC1F)NC=1OC2=C(N1)C=CC=C2 N-(3,4-difluorophenyl)benzo[d]oxazol-2-amine